BrC1=NC=C(C=C1)OCCN1CCCC1 2-bromo-5-(2-(pyrrolidin-1-yl)ethoxy)pyridine